N-(5-((5-chloro-4-((1-(methylsulfonyl)-1,2,3,4-tetrahydroquinolin-8-yl)amino)pyrimidin-2-yl)amino)-4-methoxy-2-(methyl(2-morpholinoethyl)amino)phenyl)acrylamide ClC=1C(=NC(=NC1)NC=1C(=CC(=C(C1)NC(C=C)=O)N(CCN1CCOCC1)C)OC)NC=1C=CC=C2CCCN(C12)S(=O)(=O)C